Cl.FC1=C(C(=O)NCC2NCCOC2)C=CC(=C1)F 2,4-difluoro-N-(morpholine-3-ylmethyl)benzamide hydrochloride